3-((4-decylphenyl)amino)-3-oxopropyl phosphate P(=O)(OCCC(=O)NC1=CC=C(C=C1)CCCCCCCCCC)([O-])[O-]